COC=1C=C(C=CC1[N+](=O)[O-])N1CCCC1 1-(3-methoxy-4-nitrophenyl)pyrrolidine